1-[3-(4-Bromo-2-methyl-2H-pyrazol-3-yl)-4-methoxy-phenyl]-3-(3-trifluoromethyl-phenyl)-urea BrC1=C(N(N=C1)C)C=1C=C(C=CC1OC)NC(=O)NC1=CC(=CC=C1)C(F)(F)F